N[C@@H](CF)C1(CCN(CC1)C(=O)OC(C)(C)C)F tert-Butyl 4-[(1S)-1-amino-2-fluoroethyl]-4-fluoropiperidine-1-carboxylate